3,7-dioxo-2-phenyl-2-azaspiro[4.5]decane-8-carboxylic acid ethyl ester C(C)OC(=O)C1C(CC2(CC(N(C2)C2=CC=CC=C2)=O)CC1)=O